benzyl-((1s,9s)-9-ethyl-5-fluoro-9-hydroxy-4-methyl-10,13-dioxo-2,3,9,10,13,15-hexahydro-1H,12H-benzo-[de]-pyrano-[3',4':6,7]-indolizino-[1,2-b]-quinolin-1-yl)-carbamate C(C1=CC=CC=C1)OC(N[C@H]1CCC=2C=3C1=C1C(=NC3C=C(C2C)F)C2=CC3=C(C(N2C1)=O)COC([C@]3(O)CC)=O)=O